NCCOCCOCCOCCC(C(=O)N)CCCN1C(=NC=C1)CN1C=CC2=CC=C(C=C12)CNCC=1NC2=CC=CC=C2C1C1NC(C2=CC=C(C=C12)O)=O (2-(2-(2-(2-aminoethoxy)ethoxy)ethoxy)ethyl)-5-(2-((6-((((3-(6-hydroxy-3-oxoisoindolin-1-yl)-1H-indol-2-yl)methyl)amino)methyl)-1H-indol-1-yl)methyl)-1H-imidazol-1-yl)pentanamide